C1=CC=CC=2C3=CC=CC=C3C(C12)COC(=O)N([C@H](C(=O)O)CC1=C(C=CC=C1)F)C (2S)-2-[9H-fluoren-9-ylmethoxycarbonyl-(methyl)amino]-3-(2-fluorophenyl)propanoic acid